2-(6-(((1R,4R,5R,6S)-6-fluoro-1,2,4-trimethyl-2-azabicyclo[2.2.1]heptan-5-yl)oxy)pyridazin-3-yl)-5-(1H-imidazol-1-yl)phenol F[C@@H]1[C@@H]([C@]2(CN([C@@]1(C2)C)C)C)OC2=CC=C(N=N2)C2=C(C=C(C=C2)N2C=NC=C2)O